4-((3'-amino-6-fluoro-4'-nitro-[1,1'-biphenyl]-3-yl)methyl)phthalazin-1(2H)-one NC=1C=C(C=CC1[N+](=O)[O-])C1=CC(=CC=C1F)CC1=NNC(C2=CC=CC=C12)=O